CC=1NN(C(N1)=O)C1=CC=CC=C1 3-methyl-1-phenyl-1,2,4-triazole-5-one